glycyl-L-arginylglycyl-3-sulfo-L-alanyl-L-Threonine NCC(=O)N[C@@H](CCCNC(N)=N)C(=O)NCC(=O)N[C@@H](CS(=O)(=O)O)C(=O)N[C@@H]([C@H](O)C)C(=O)O